N-(1,1-dioxo-2,3-dihydro-1λ6-benzothiophen-7-yl)-N-[(4-formyl-3-nitrophenyl)methyl]pyridine-3-carboxamide O=S1(CCC2=C1C(=CC=C2)N(C(=O)C=2C=NC=CC2)CC2=CC(=C(C=C2)C=O)[N+](=O)[O-])=O